4-(tert-butoxymethyl)-3-chloro-6-methoxypyridazine C(C)(C)(C)OCC1=C(N=NC(=C1)OC)Cl